N-((1r,4r)-4-((8-cyanoquinolin-5-yl)oxy)cyclohexyl)-4-(4-oxopiperidin-1-yl)benzamide C(#N)C=1C=CC(=C2C=CC=NC12)OC1CCC(CC1)NC(C1=CC=C(C=C1)N1CCC(CC1)=O)=O